(1r,3r)-3-((tert-butyldiphenylsilyl)oxy)cyclobutane-1-carbaldehyde [Si](C1=CC=CC=C1)(C1=CC=CC=C1)(C(C)(C)C)OC1CC(C1)C=O